Di-tert-butyl ((4-(4-((1-(trans-4-ethoxycyclohexyl)-3-(pyrazin-2-yl)-1H-pyrazol-4-yl)carbamoyl)oxazol-2-yl)-1H-pyrazol-1-yl)methyl) phosphate P(=O)(OC(C)(C)C)(OC(C)(C)C)OCN1N=CC(=C1)C=1OC=C(N1)C(NC=1C(=NN(C1)[C@@H]1CC[C@H](CC1)OCC)C1=NC=CN=C1)=O